3-(4-(((1r,4r,5r)-2-azabicyclo[2.1.1]hexan-5-yl)amino)-7-bromo-8-fluoro-2-(methylsulfanyl)-3-(prop-1-yn-1-yl)quinolin-6-yl)propionitrile [C@H]12NC[C@H]([C@H]1NC1=C(C(=NC3=C(C(=C(C=C13)CCC#N)Br)F)SC)C#CC)C2